(2s,4s)-2-(4-(2,3-Difluoro-4-methylphenyl)piperidine-1-carbonyl)-7-oxa-5-azaspiro[3.4]octan FC1=C(C=CC(=C1F)C)C1CCN(CC1)C(=O)C1CC2(C1)NCOC2